C#CCC(CC#C)=O heptane-1,6-Diyn-4-one